(cyclopropyl)-1-methyl-1H-pyrazol-5-ol C1(CC1)C1=NN(C(=C1)O)C